trans-2-(1-(phenylsulfonyl)indolin-5-yl)-N-(1-(piperidin-4-yl)ethyl)cyclopropylamine C1(=CC=CC=C1)S(=O)(=O)N1CCC2=CC(=CC=C12)[C@H]1[C@@H](C1)NC(C)C1CCNCC1